1-[2(R)-(2-amino-2-methylpropionylamino)-3-(1H-indol-3-yl)propionyl]-3-benzylpiperidine-3(S)-carboxylic acid ethyl ester C(C)OC(=O)[C@]1(CN(CCC1)C([C@@H](CC1=CNC2=CC=CC=C12)NC(C(C)(C)N)=O)=O)CC1=CC=CC=C1